CN(CCC=1C(=CC(N(C1)C(C(=O)N[C@@H](CC(=O)OCC)C=1C=C(C=C(C1F)C)C1=C(C(=CC=C1C)C)C)CC(C)C)=O)C(F)(F)F)C ethyl (3S)-3-(2-(5-(2-(dimethylamino)ethyl)-2-oxo-4-(trifluoromethyl)pyridin-1(2H)-yl)-4-methylpentanamido)-3-(4-fluoro-2',3',5,6'-tetramethyl-[1,1'-biphenyl]-3-yl)propanoate